N-((5-cyano-1-(4-(trifluoromethyl)phenyl)-1,2,3,4-tetrahydroquinolin-3-yl)methyl)acetamide C(#N)C1=C2CC(CN(C2=CC=C1)C1=CC=C(C=C1)C(F)(F)F)CNC(C)=O